(2R,5S)-tert-Butyl 4-(1-(4,6-diisopropylpyrimidin-5-yl)-6-fluoro-7-(2-fluorophenyl)-2-oxo-1,2-dihydropyrido[2,3-d]pyrimidin-4-yl)-2,5-dimethylpiperazine-1-carboxylate C(C)(C)C1=NC=NC(=C1N1C(N=C(C2=C1N=C(C(=C2)F)C2=C(C=CC=C2)F)N2C[C@H](N(C[C@@H]2C)C(=O)OC(C)(C)C)C)=O)C(C)C